[5-(5-aminoimidazol-1-yl)-3,4-dihydroxy-tetrahydrofuran-2-yl]methoxyphosphonic acid NC1=CN=CN1C1C(C(C(O1)COP(O)(O)=O)O)O